ClC1=C(C=C2CCN(C2=C1)C1=NC=NC2=CC=C(C=C12)I)F 4-(6-chloro-5-fluoro-indolin-1-yl)-6-iodo-quinazoline